C1(CCCCC1)S(=O)(=O)C(=[N+]=[N-])S(=O)(=O)C1=CC(=CC=C1)OC(F)(F)F cyclohexylsulfonyl-(3-trifluoromethoxyphenylsulfonyl)diazomethane